(S)-4-(2,2-Difluoro-7-((5-methoxy-7-methyl-1H-indol-4-yl)methyl)-7-azaspiro[3.5]nonan-6-yl)-3-((2-methoxyethyl)amino)benzoic acid FC1(CC2(C1)C[C@H](N(CC2)CC2=C1C=CNC1=C(C=C2OC)C)C2=C(C=C(C(=O)O)C=C2)NCCOC)F